The molecule is an arenecarbaldehyde that is 1,3-benzodioxole substituted by a formyl substituent at position 5. It has been isolated from Piper nigrum. It has a role as a plant metabolite, a fragrance and an insect repellent. It is a member of benzodioxoles and an arenecarbaldehyde. C1OC2=C(O1)C=C(C=C2)C=O